BrC1=CC2=C(N=NO2)C2=CC=CC(=C12)Cl 5-Bromo-6-chloronaphtho[1,2-d][1,2,3]oxadiazole